(Z)-2-heptenal C(\C=C/CCCC)=O